NC1=C(C(=O)C2=CC=CC=C2)C=CC=C1 2-AMINOBENZOPHENONE